2,6-bis(4-isopropyl-2-oxazolin-2-yl)pyridine C(C)(C)C1N=C(OC1)C1=NC(=CC=C1)C=1OCC(N1)C(C)C